BrC=1SC=CC1CC(CCCCCCCCCC)CCCCCCCC 2-bromo-3-(2-octyldodecyl)thiophene